C1NCCC2=C1OC1=C2C=CC=C1 TETRAHYDROBENZO[4,5]FURANO[2,3-C]PYRIDINE